(1S,3S,4S)-5-((2-chloro-benzyl)oxy)-2-(2,2-diphenylacetyl)-2-azabicyclo[2.2.2]octane-3-carboxylic acid ClC1=C(COC2[C@@H]3[C@H](N([C@H](C2)CC3)C(C(C3=CC=CC=C3)C3=CC=CC=C3)=O)C(=O)O)C=CC=C1